C1(CCCC1)N1C(=CC2=C1N=C(N=C2)NC2=NC=C(C=C2)N2C[C@@H](NCC2)C)C(=O)O 7-cyclopentyl-2-[5-((S)-3-methylpiperazin-1-yl)-pyridin-2-ylamino]-7H-pyrrolo[2,3-d]pyrimidine-6-carboxylic acid